2-chloro-N-(3-methyltetrahydrofuran-3-yl)-5-[(2S)-2-(trifluoromethylsulfonylamino)propoxy]pyridine-3-carboxamide ClC1=NC=C(C=C1C(=O)NC1(COCC1)C)OC[C@H](C)NS(=O)(=O)C(F)(F)F